4-(4-hydroxyphenyl)-5-(4-(4-isopropylpiperazin-1-yl)phenyl)-2,3-dihydrobenzo[b]thiepin-8-ol OC1=CC=C(C=C1)C1=C(C2=C(SCC1)C=C(C=C2)O)C2=CC=C(C=C2)N2CCN(CC2)C(C)C